COC1=C(C=C(C(=C1)[N+](=O)[O-])OC)CCNCC1=CC=CC2=CC=CC=C12 [2-(2,5-dimethoxy-4-nitrophenyl)ethyl][(naphthalen-1-yl)methyl]amine